(2S,4r)-1-[1-(4-chlorophenyl)cyclopropanecarbonyl]-4-fluoro-N-[(1S)-1-(2-amino-2-oxo-ethyl)prop-2-ynyl]pyrrolidine-2-carboxamide ClC1=CC=C(C=C1)C1(CC1)C(=O)N1[C@@H](C[C@H](C1)F)C(=O)N[C@H](C#C)CC(=O)N